{2-[2-amino-5-(trifluoromethyl) benzyl]Methyl-1,3-dioxolan-2-yl} acetate C(C)(=O)OC1(OCCO1)CCC1=C(C=CC(=C1)C(F)(F)F)N